6-[3-(4-{[1,2,4]triazolo[1,5-a]pyridin-8-yl}butanoyl)-3,8-diazabicyclo[3.2.1]octan-8-yl]pyridine-3-carbonitrile N=1C=NN2C1C(=CC=C2)CCCC(=O)N2CC1CCC(C2)N1C1=CC=C(C=N1)C#N